BrC=1C(=NN(C1)CC)C(C)=O (4-bromo-1-ethyl-1H-pyrazol-3-yl)ethan-1-one